BrC1=CC=C(C=C1)C1=NC(=NC2=CC(=CC=C12)C1=CC=CC=C1)C1=CC=C(C=C1)C=1C2=CC=CC=C2C=2C=CC=CC2C1 4-(4-bromophenyl)-2-(4-(phenanthren-9-yl)phenyl)-7-phenylquinazoline